Mercapto-acetylglycylglycin SN(CC(=O)NCC(=O)O)C(C)=O